FC1(C(C2=C(C=CC(=C2C1)OCC1(CCC1)C(=O)N)SC(F)(F)F)O)F (1-(((2,2-difluoro-1-hydroxy-7-(trifluoromethylthio)-2,3-dihydro-1H-inden-4-yl)oxy)methyl)cyclobutyl)carboxamide